8-bromo-1-(tetrahydro-2H-pyran-4-yl)-1H-imidazo[4,5-c]cinnolin-2(3H)-one BrC1=CC=2C3=C(N=NC2C=C1)NC(N3C3CCOCC3)=O